FC1(CC1)C(=O)N1CC2(C1)C[C@@H](CC2)N2CCC(CC2)C2=C(C=CC=C2)OCC2CCOCC2 (R)-(1-fluorocyclopropyl)(6-(4-(2-((tetrahydro-2H-pyran-4-yl)methoxy)phenyl)piperidin-1-yl)-2-azaspiro[3.4]octan-2-yl)methanone